N(CCC(C(=O)N)Cl)(CCC(C(=O)N)Cl)CCC(C(=O)N)Cl (nitrilotris(ethane-2,1-diyl))tris(2-chloroacetamide)